C(CCCCCCCCCCCCCCCCC)C=1C(=C(C=CC1)O)CC=1C=C(CC(C1)(C)C(C)(C)C)C(C)(C)C stearyl-(3,5-di-tert-butyl-5-methylbenzyl)phenol